C(C)(C)(C)C1=CC=C(C=C1)C1=C(N=C(S1)NC)C(=O)N[C@@H](C(=O)NCCNS(=O)(=O)C1=CC=C(C=C1)C(N)=O)CCC (R)-5-(4-(tert-butyl)phenyl)-N-(1-((2-((4-carbamoylphenyl)sulfonamido)ethyl)amino)-1-oxopentan-2-yl)-2-(methylamino)thiazole-4-carboxamide